C(CCC)[C@@H]1N=C(C2=CC=C(C=C2C1)OC)C=1C=C2C=CC=NC2=CC1 6-[(3S)-3-butyl-6-methoxy-3,4-dihydroisoquinolin-1-yl]Quinoline